1,6-bis(hydroxyethoxy)naphthalene tert-Butyl-(3-hydroxypropyl)(isobutyl)carbamate C(C)(C)(C)OC(N(CC(C)C)CCCO)=O.OCCOC1=CC=CC2=CC(=CC=C12)OCCO